ClC1=CC=C(C[C@@H]2N(CCC(C2)(C)O)C(=O)OC(C)(C)C)C=C1 tert-butyl (2S)-2-(4-chlorobenzyl)-4-hydroxy-4-methylpiperidine-1-carboxylate